4-[5-amino-1-(1-methylpyrazol-3-yl)-3-(trifluoromethyl)pyrazol-4-yl]cyclohex-3-ene-1-carbonitrile NC1=C(C(=NN1C1=NN(C=C1)C)C(F)(F)F)C1=CCC(CC1)C#N